COC=1C=C2C(=CC=NC2=CC1OC)OC1=C(C=C(N)C=C1F)F 4-[(6,7-dimethoxy-4-quinolyl)oxy]-3,5-difluoro-aniline